C(C(O)CC(=O)O)(=O)O.C(CCCCCCCCCCCCCCCCC)(=O)OCC(O)CO glyceryl monostearate monomalate